(3R)-3-benzyloxybutan-1-ol C(C1=CC=CC=C1)O[C@@H](CCO)C